COC1=NC(=CC=C1NC1=NC2=C(C(=CC=C2C=N1)C)C=1C=C(C=CC1)NC(C=C)=O)N1CCN(CC1)C N-(3-(2-((2-methoxy-6-(4-methylpiperazin-1-yl)pyridin-3-yl)amino)-7-methylquinazolin-8-yl)phenyl)acrylamide